Tert-butyl (2s,6s)-4-(1-((3-(5-fluoro-2-((2-fluoro-3-(methylsulfonyl) phenyl) amino) pyrimidin-4-yl)-1H-indol-7-yl) amino)-1-oxoprop-2-yl)-2,6-dimethylpiperazine-1-carboxylate FC=1C(=NC(=NC1)NC1=C(C(=CC=C1)S(=O)(=O)C)F)C1=CNC2=C(C=CC=C12)NC(C(C)N1C[C@@H](N([C@H](C1)C)C(=O)OC(C)(C)C)C)=O